(S)-2-(4-Fluorophenyl)-2-((4-methoxyphenyl)amino)-1-(naphthalen-1-yl)ethane-1-one FC1=CC=C(C=C1)[C@@H](C(=O)C1=CC=CC2=CC=CC=C12)NC1=CC=C(C=C1)OC